N-(2-ethyl)3-aminopropylmethyl-dimethoxysilane CCNCCC[Si](OC)(OC)C